5-(3-(3-cyclopropylprop-1-ynyl)phenoxy)-1H-imidazole-4-carboxylic acid C1(CC1)CC#CC=1C=C(OC2=C(N=CN2)C(=O)O)C=CC1